7-chloro-4-hydroxy-1-phenylquinolin-2(1H)-one ClC1=CC=C2C(=CC(N(C2=C1)C1=CC=CC=C1)=O)O